(2-(1-ethoxyethoxy)ethyl)benzene C(C)OC(C)OCCC1=CC=CC=C1